[SH3+].F[Sb-](F)(F)(F)(F)F hexafluoroantimonate sulfonium salt